[4-(methylsulfanyl)phenyl]boronic acid CSC1=CC=C(C=C1)B(O)O